C\C(=C/C1=CC=C(C=C1)C)\C=C\C(=C\C1=CC=C(C=C1)C)\C 4,4'-((1e,3e,5e)-2,5-dimethylhex-1,3,5-triene-1,6-diyl)bis(methylbenzene)